NC1=CC=C(C=C)C=C1 p-amino-styrene